C(C)(=O)OC(CC1=CC=C(C=C1)C)(C=C)C 2-methyl-1-(p-tolyl)but-3-en-2-yl acetate